C1(CC1)C1=CN(C=2N=CN=C(C21)N2C[C@H](N(CC2)C(=O)OC(C)(C)C)CC)C2=CC(=CC(=C2)F)F tert-Butyl (R)-4-(5-cyclopropyl-7-(3,5-difluorophenyl)-7H-pyrrolo[2,3-d]pyrimidin-4-yl)-2-ethylpiperazine-1-carboxylate